C1(CC1)CNC1=C(C=C(C=C1)S(=O)(=O)NC)C=1C2=C(C(N(C1)C)=O)NC=C2 4-[(cyclopropylmethyl)amino]-N-methyl-3-(6-methyl-7-oxo-6,7-dihydro-1H-pyrrolo[2,3-c]pyridin-4-yl)benzenesulfonamide